OC1=C(C=CC(=C1)O)C(\C=C\C1=CC(=CC=C1)[N+](=O)[O-])=O (E)-1-(2,4-Dihydroxyphenyl)-3-(3-nitrophenyl)prop-2-en-1-one